dithenylbenzene C1(=CC=CS1)CC1=C(C=CC=C1)CC1=CC=CS1